(7-{[2-(4-chlorophenyl)imidazo[1,2-a]pyrimidin-3-yl]methyl}-3-oxo-7,9-diazabicyclo[3.3.1]non-9-yl)(2-fluorophenyl)methanone ClC1=CC=C(C=C1)C=1N=C2N(C=CC=N2)C1CN1CC2CC(CC(C1)N2C(=O)C2=C(C=CC=C2)F)=O